6-(6-hydroxyhexyl)pyridine OCCCCCCC1=CC=CC=N1